[3-[(5-fluoro-2-pyridyl)amino]-1-(2,2,2-trifluoroethyl)pyrazolo[4,3-c]pyridin-6-yl]-[(2S)-2-(2-hydroxy-2-methyl-propyl)pyrrolidin-1-yl]methanone FC=1C=CC(=NC1)NC1=NN(C2=C1C=NC(=C2)C(=O)N2[C@@H](CCC2)CC(C)(C)O)CC(F)(F)F